N-(5,6-dihydro-4H-pyrrolo[3,4-d]thiazol-2-yl)-4-(2-methoxyphenyl)-6-methylnicotinamide S1C(=NC2=C1CNC2)NC(C2=CN=C(C=C2C2=C(C=CC=C2)OC)C)=O